(E)-6-(4-methoxyphenyl)-7-oxo-2,3-diphenyl-4,7-dihydropyrazolo[1,5-a]pyrimidine-5-carbaldehyde oxime COC1=CC=C(C=C1)C1=C(NC=2N(C1=O)N=C(C2C2=CC=CC=C2)C2=CC=CC=C2)/C=N/O